C(C)C1(CN(C1)C=1C=C2C(=CC=NC2=CC1)C(=O)O)F 6-(3-ethyl-3-fluoroazetidin-1-yl)quinoline-4-carboxylic acid